BrCC1=CC=C(C=C1)C 4-(bromomethyl)-1-methylbenzene